N-(benzo[d][1,3]dioxol-5-yl)-2-propylvaleramide O1COC2=C1C=CC(=C2)NC(C(CCC)CCC)=O